ClC1=NC=C(C(=C1)C1=C(C=NC(=C1)C)C(=O)NC=1SC=2C(=NC=C(N2)N2C[C@@H]([C@](CC2)(C)O)F)N1)OC 2'-chloro-N-(6-((3S,4R)-3-fluoro-4-hydroxy-4-methylpiperidin-1-yl)thiazolo[4,5-b]pyrazin-2-yl)-5'-methoxy-6-methyl-[4,4'-bipyridine]-3-carboxamide